1-(2,6-dimethylphenoxy)-2-propylamine hydrochloride Cl.CC1=C(OCC(C)N)C(=CC=C1)C